C(C)(C)(C)OC(=O)N1CCN(CC1)C1=NC=CC=C1N 1-tert-butyloxycarbonyl-4-(3-amino-2-pyridyl)piperazine